dimethylaminoethyl (methyl)acrylate CC(C(=O)OCCN(C)C)=C